10,10'-(6,22-dioxo-11,14,17-trioxa-7,21-di-azaheptacosane-1,27-diyl)bis(3,6-bis(dimethylamino)acridin-10-ium) iodide [I-].O=C(CCCCC[N+]1=C2C=C(C=CC2=CC2=CC=C(C=C12)N(C)C)N(C)C)NCCCOCCOCCOCCCNC(CCCCC[N+]1=C2C=C(C=CC2=CC2=CC=C(C=C12)N(C)C)N(C)C)=O.[I-]